5-[4-(4,4-Difluoro-2-azaspiro[4.4]nonan-2-yl)pyrazolo[3,4-d]pyrimidin-2-yl]-1H-pyrimidine-2,4-dione FC1(CN(CC12CCCC2)C=2C=1C(N=CN2)=NN(C1)C=1C(NC(NC1)=O)=O)F